C(C)(C)(C)OC(=O)N1CC(C1)OC=1C=C(C(=NC1)C=1C=C(SC1C)C(=O)O)OCC1=CC(=CC(=C1)F)F 4-(5-{[1-(tert-butoxycarbonyl)azetidin-3-yl]oxy}-3-[(3,5-difluorophenyl)methoxy]pyridin-2-yl)-5-methylthiophene-2-carboxylic acid